[PH2](O)=O.FC(C(C(C(C(C(F)(F)F)(F)F)(F)F)(F)F)(F)F)([Na])F perfluorohexyl-sodium phosphinate